COCCN(CC[C@@H](C(=O)O)NC(=O)OCC1=NC=CC=C1)CCCCC1=NC=2NCCCC2C=C1 (S)-4-((2-methoxyethyl)(4-(5,6,7,8-tetrahydro-1,8-naphthyridin-2-yl)butyl)amino)-2-(((pyridin-2-ylmethoxy)carbonyl)amino)butanoic acid